METHYL-4-(HYDROXYMETHYL)CYCLOHEXANE CC1CCC(CC1)CO